N,6-dimethoxy-N-methyl-2-((S)-1-((S)-1-methylpyrrolidin-2-yl)ethoxy)pyrimidine-4-carboxamide CON(C(=O)C1=NC(=NC(=C1)OC)O[C@@H](C)[C@H]1N(CCC1)C)C